CSCCCN 3-(methylsulfanyl)propylamine